tert-butyl 4-(14-amino-3,6,9,12-tetraoxatetradecan-1-yl)piperazine-1-carboxylate NCCOCCOCCOCCOCCN1CCN(CC1)C(=O)OC(C)(C)C